10-(4-((1S,4S)-2-oxa-5-azabicyclo[2.2.1]heptan-5-yl)butyl)-3,7-di(1H-indazol-5-yl)-10H-phenoxazine [C@@H]12OC[C@@H](N(C1)CCCCN1C3=CC=C(C=C3OC=3C=C(C=CC13)C=1C=C3C=NNC3=CC1)C=1C=C3C=NNC3=CC1)C2